CON=C1NC2=C(C=C(C=C2C(N1CC=1C=NN(C1)C)=O)S(=O)(=O)NC1(CC1)C)N1C[C@H](N(CC1)C(=O)C1(CC1)C)C 2-methoxyimino-N-(1-methylcyclopropyl)-3-[(1-methylpyrazol-4-yl)methyl]-4-oxo-8-[(3R)-3-methyl-4-(1-methylcyclopropanecarbonyl)piperazin-1-yl]-1H-quinazoline-6-sulfonamide